C1(=CC=CC2=CC3=CC=CC=C3C=C12)OC1C2C=CC(C1)C2=O 5-anthraceneoxy-7-oxo-bicyclo[2.2.1]Hept-2-ene